1,4-bis(5-methyl-2-oxazolin-2-yl)benzene CC1CN=C(O1)C1=CC=C(C=C1)C=1OC(CN1)C